C(\C=C/CC(=O)O)(=O)O cis-glutaconic acid